C(C1=CC=CC=C1)N1CC=2C(CC1)=C(N(N2)C2=NC=CC=C2F)O 6-benzyl-2-(3-fluoropyridin-2-yl)-4,5,6,7-tetrahydro-2H-pyrazolo[3,4-c]pyridin-3-ol